[Cl-].[Li+].ClC1=C(C=C(C=C1)[Mg]Br)CC1=CC=C(C=C1)OCC 4-chloro-3-(4-ethoxybenzyl)phenyl-magnesium bromide lithium chloride